OC(=O)C(F)(F)F.C(N)(=O)C1=NC(=NC=C1)N1CCC(CC1)C(=O)O 1-(4-carbamoyl-pyrimidin-2-yl)piperidine-4-carboxylic acid TFA salt